5-(1-methylcyclopropoxy)-3-(6-piperazin-1-ylpyrimidin-4-yl)-1H-pyrazolo[3,4-c]pyridine CC1(CC1)OC=1C=C2C(=CN1)NN=C2C2=NC=NC(=C2)N2CCNCC2